OCCOCCOCCOCCOCCOCCO 2-[2-[2-[2-[2-(2-hydroxyethoxy)ethoxy]ethoxy]ethoxy]ethoxy]ethanol